C(C)CC(CC(=O)[O-])=O.C(C)CC(CC(=O)[O-])=O.C(C)(C)O.C(C)(C)O.[Ti+2] titanium diisopropanol bis(ethyl acetoacetate)